2-(cyclopropylmethoxy)-N-[cis-3-(trifluoromethoxy)cyclobutyl]pyrazolo[1,5-a]pyrimidine-7-carboxamide C1(CC1)COC1=NN2C(N=CC=C2C(=O)N[C@@H]2C[C@@H](C2)OC(F)(F)F)=C1